4-methyl-2',3',4',9'-tetrahydrospiro[cyclohexane-1,1'-pyrido[3,4-b]indole] CC1CCC2(NCCC3=C2NC2=CC=CC=C32)CC1